(10R)-7-[(E)-3,3-Dimethylbut-1-enyl]-6-(2,6-dimethylphenyl)-10-methyl-2,2-dioxo-9-oxa-2λ6-thia-3,5,12,19-tetrazatricyclo[12.3.1.14,8]nonadeca-1(18),4(19),5,7,14,16-hexaen-13-one CC(/C=C/C=1C(=NC=2NS(C=3C=CC=C(C(NC[C@H](OC1N2)C)=O)C3)(=O)=O)C3=C(C=CC=C3C)C)(C)C